FC(C1=CC=C(C=C1)N1C[C@@H](CCC1)N1CC2(CS(C2)(=O)=O)CC1)(F)F (R)-6-(1-(4-(trifluoromethyl)phenyl)piperidin-3-yl)-2-thia-6-azaspiro[3.4]octane 2,2-dioxide